NC1=NC=CC(=C1)C1=C(C=C(C=C1)C1=NNC(O[C@H]1C)=O)C(F)(F)F (6S)-5-[4-(2-aminopyridin-4-yl)-3-(trifluoromethyl)phenyl]-6-methyl-3,6-dihydro-2H-1,3,4-oxadiazin-2-one